1,4-dihydroquinoline-3-carboxamide N1C=C(CC2=CC=CC=C12)C(=O)N